bis(2,4-dimethylphenoxy)phosphoric acid CC1=C(OOP(OOC2=C(C=C(C=C2)C)C)(O)=O)C=CC(=C1)C